C1=CC=C(C(=C1)N=O)Cl O-chloronitrosobenzene